NC1=C(C=2C(=NC=C(C2S1)F)C=1C2=C(C=3C=NC(=NC3C1F)OCC13CCCN3CC(C1)=CF)COC2)C#N 2-Amino-7-fluoro-4-(5-fluoro-3-((2-(fluoromethylidene)tetrahydro-1H-pyrrolizin-7a(5H)-yl)methoxy)-7,9-dihydrofuro[3,4-f]quinazolin-6-yl)thieno[3,2-c]pyridine-3-carbonitrile